2'-O-tert-Butyldimethylsilyl-3',4'-didehydro-3'-deoxycytidine [Si](C)(C)(C(C)(C)C)O[C@H]1[C@@H](OC(=C1)CO)N1C(=O)N=C(N)C=C1